Methyl-(4'-((tert-butoxycarbonyl)amino)-[1,1'-biphenyl]-4-carbonyl)-L-serine CN([C@@H](CO)C(=O)O)C(=O)C1=CC=C(C=C1)C1=CC=C(C=C1)NC(=O)OC(C)(C)C